C(#N)C=1C=CC(=C(C1)C1=C(C(=O)NC=2SC(=NN2)C#CC2COC2)C=CN=C1)OC 3-(5-cyano-2-methoxyphenyl)-N-(5-(oxetan-3-ylethynyl)-1,3,4-thiadiazol-2-yl)isonicotinamide